ClC=1N=CC2=C(N1)C(=CN2C)N2CC(OC(C2)(F)F)(F)F 2-chloro-5-methyl-7-(2,2,6,6-tetrafluoromorpholino)-5H-pyrrolo[3,2-d]pyrimidine